3-fluoro-N-(4-fluorophenyl)cyclobutanecarboxamide FC1CC(C1)C(=O)NC1=CC=C(C=C1)F